N[C@@H](CC(=O)O)C(=O)N[C@@H](CC=1CC=CCC1)C(=O)O L-aspartyl-2,5-dihydro-L-phenylalanine